C(C)(=S)OCCC[Si](OCC)(OCC)OCC 3-triethoxysilyl-1-propyl thioacetate